tert-butyl 14-(4-(((5s,8s)-4-hydroxy-3-mesityl-2-oxo-1-oxaspiro[4.5]dec-3-en-8-yl)oxy)piperidin-1-yl)-3,6,9,12-tetraoxatetradecanoate OC1=C(C(OC12CCC(CC2)OC2CCN(CC2)CCOCCOCCOCCOCC(=O)OC(C)(C)C)=O)C2=C(C=C(C=C2C)C)C